CN1N=CC(=C1)C=1N=C(C=2N(C1)N=CC2)O[C@H]2C[C@H](CC2)NC(OC(C)(C)C)=O tert-butyl ((1S,3R)-3-((6-(1-methyl-1H-pyrazol-4-yl)pyrazolo[1,5-a]pyrazin-4-yl)oxy)cyclopentyl)carbamate